6-N-[(2S)-2-amino-2-phenylethyl]-4-N-tert-butyl-1-methylpyrazolo[3,4-d]pyrimidine-4,6-diamine N[C@H](CNC1=NC(=C2C(=N1)N(N=C2)C)NC(C)(C)C)C2=CC=CC=C2